4-{2-[(3-fluorooxetan-3-yl)methoxy]-5-(methylsulfonyl)phenyl}-6-methyl-1,6-dihydro-7H-pyrrolo[2,3-c]pyridin-7-one FC1(COC1)COC1=C(C=C(C=C1)S(=O)(=O)C)C=1C2=C(C(N(C1)C)=O)NC=C2